CN1CCN(CC1)C1=CC2=C(NC(=N2)NC=2SC3=C(N2)C=CC(=C3)C(F)(F)F)C=C1 N-(5-(4-methylpiperazin-1-yl)-1H-benzo[d]imidazol-2-yl)-6-(trifluoromethyl)benzo[d]thiazol-2-amine